4-(1-(4-((3-Oxa-8-azabicyclo[3.2.1]octan-8-yl)methyl)-2-chlorophenyl)-1H-imidazol-4-yl)-N-(1-(methylsulfonyl)piperidin-4-yl)-5-(trifluoromethyl)pyrimidin-2-amine C12COCC(CC1)N2CC2=CC(=C(C=C2)N2C=NC(=C2)C2=NC(=NC=C2C(F)(F)F)NC2CCN(CC2)S(=O)(=O)C)Cl